[Li].[Al].[Na] sodium aluminum lithium